ClC1=NC=CC2=C1SC=1N=C(N=C(C12)N1C[C@H]2CC[C@@H](C1)N2C(=O)OC(C)(C)C)OC[C@]21CCCN1C[C@@H](C2)F tert-butyl (1R,5S)-3-(8-chloro-2-(((2R,7aS)-2-fluorotetrahydro-1H-pyrrolizin-7a(5H)-yl)methoxy)pyrido[4',3':4,5]thieno[2,3-d]pyrimidin-4-yl)-3,8-diazabicyclo[3.2.1]octane-8-carboxylate